ClC1=C(C=CC=C1)C(C(=O)N)(CCO)OC1=NC2=CC=CC=C2C=C1 (2-chlorophenyl)-4-hydroxy-2-(quinolin-2-yloxy)butanamide